(4-(1-(cyclopropanecarbonyl)indolin-5-yl)-5-methylthiazol-2-yl)acetamide C1(CC1)C(=O)N1CCC2=CC(=CC=C12)C=1N=C(SC1C)CC(=O)N